C1(CCCC1)NC(C(C)OC1=CC=C(C=C1)C=O)=O N-CYCLOPENTYL-2-(4-FORMYLPHENOXY)PROPANAMIDE